C(C)N(C(=O)C1=NC=2CCCCC2C=C1)CC N,N-diethyl-5,6,7,8-tetrahydroquinoline-2-carboxamide